Psicose phosphate P(=O)(O)(O)O.OCC(=O)[C@H](O)[C@H](O)[C@H](O)CO